dilauric acid thiodipropionate S(CCC(=O)O)CCC(=O)O.C(CCCCCCCCCCC)(=O)O.C(CCCCCCCCCCC)(=O)O